(E)-2,4-dibromo-6-(((2-(3,4,5-trimethoxyphenyl)-1H-benzo[d]imidazol-5-yl)imino)methyl)benzene-1,3-diol BrC1=C(C(=CC(=C1O)Br)/C=N/C1=CC2=C(NC(=N2)C2=CC(=C(C(=C2)OC)OC)OC)C=C1)O